CC1=CC=C(CNC(=O)C2=CN=C(S2)N2CCC(CC2)N2C[C@@H](CCC2)C)C=C1 N-(4-methylbenzyl)-2-[(3R)-3-methyl[1,4'-bipiperidin]-1'-yl]-1,3-thiazole-5-carboxamide